N-(3,5-difluoro-2-(oxetan-3-yloxy)benzyl)-2-methoxynicotinamide FC=1C(=C(CNC(C2=C(N=CC=C2)OC)=O)C=C(C1)F)OC1COC1